ClC1=C(OC=2N=NC(=CC2C(=O)NC2=CC(N(C=C2)C)=O)C(F)(F)F)C=CC(=C1)F 3-(2-chloro-4-fluoro-phenoxy)-N-(1-methyl-2-oxo-4-pyridinyl)-6-(trifluoromethyl)pyridazine-4-carboxamide